IC1=CC=C(OCCNC(OC(C)(C)C)=O)C=C1 tert-butyl (2-(4-iodophenoxy)ethyl)carbamate